4,4'-dimethoxy-3,3'-diaminobiphenyl COC1=C(C=C(C=C1)C1=CC(=C(C=C1)OC)N)N